N-(8'-bromo-4'H-spiro[cyclopropane-1,5'-naphtho[2,1-d]isoxazol]-3'-yl)-2,3-dihydrobenzofuran-7-sulfonamide BrC1=CC=C2C3(CC=4C(=NOC4C2=C1)NS(=O)(=O)C1=CC=CC=2CCOC21)CC3